NC=1C=C(CC=2C=C(N)C=C(C2)C(F)(F)F)C=C(C1)C(F)(F)F 3-[3-Amino-5-(trifluoromethyl)benzyl]-5-(trifluoromethyl)aniline